Cl.NC[C@H]1C[C@H](NC1)CNC(=O)C=1NC2=CC=C(C=C2C1C)C1=CC=C(C=C1)F N-(((2S,4R)-4-(aminomethyl)pyrrolidin-2-yl)methyl)-5-(4-fluorophenyl)-3-methyl-1H-indole-2-carboxamide hydrogen chloride salt